C1N(CC2=CC=CC=C12)CC1=CC(C(=CO1)OCC1C=CC(C1)NS(=O)(=O)C1CC1)=O N-(4-(((6-(Isoindolin-2-ylmethyl)-4-oxo-4H-pyran-3-yl)oxy)methyl)cyclopent-2-en-1-yl)cyclopropanesulfonamide